(3',6'-dihydroxy-3-oxo-3H-spiro[isobenzofuran-1,9'-xanthene]-5-carbonyl)-L-arginyl-L-leucyl-L-arginyl-glycylglycine OC=1C=CC=2C3(C4=CC=C(C=C4OC2C1)O)OC(C1=CC(=CC=C13)C(=O)N[C@@H](CCCNC(N)=N)C(=O)N[C@@H](CC(C)C)C(=O)N[C@@H](CCCNC(N)=N)C(=O)NCC(=O)NCC(=O)O)=O